CC(=CCCOC1=CC=C(C=C1)CCC(C)=O)C 4-(4-((4-methylpent-3-en-1-yl)oxy)phenyl)butan-2-one